(4-(5-aminoisoxazol-3-yl)piperidin-1-yl)(4-chloro-1H-indol-2-yl)methanone NC1=CC(=NO1)C1CCN(CC1)C(=O)C=1NC2=CC=CC(=C2C1)Cl